bromo-6-(4-(1-methyl-1H-pyrazol-5-yl)-4H-1,2,4-triazol-3-yl)pyridine BrC1=NC(=CC=C1)C1=NN=CN1C1=CC=NN1C